NC1=NC(=CC(=N1)N[C@@H](C(=O)O)CC1=C(C(=CC=C1)Cl)Cl)C=1C=CC=2N(C1)C(=NC2)C (R)-2-((2-amino-6-(3-methylimidazo[1,5-a]pyridin-6-yl)pyrimidin-4-yl)amino)-3-(2,3-dichlorophenyl)propionic acid